ClC=1C=NC(=C(C(=O)N(C)CC2=CC(=CC=C2)F)C1)OC 5-chloro-N-(3-fluorobenzyl)-2-methoxy-N-methylnicotinamide